C(C1=CC=CC=C1)N(C1CCC(CC1)C(=O)O)C(=O)OC(C)(C)C (1r,4r)-4-(benzyl(tert-butoxycarbonyl)amino)cyclohexane-1-carboxylic acid